N-((R)-4-aminobut-2-yl)-8-(4-(trifluoromethyl)cyclohex-1-en-1-yl)quinoline-3-carboxamide NCC[C@@H](C)NC(=O)C=1C=NC2=C(C=CC=C2C1)C1=CCC(CC1)C(F)(F)F